N1=C(C=CC=C1)N1C=C(CC1)O 1-(pyridin-2-yl)pyrrolin-3-ol